3-(3-cyclopropylphenoxy)-N-[2-(2,4-dichlorophenyl)-2-fluoro-ethyl]quinoline-4-carboxamide C1(CC1)C=1C=C(OC=2C=NC3=CC=CC=C3C2C(=O)NCC(F)C2=C(C=C(C=C2)Cl)Cl)C=CC1